2-(2'-hydroxy-5-methylphenyl)-2H-benzotriazole OC1=C(C=C(C=C1)C)N1N=C2C(=N1)C=CC=C2